CC1=CC(=NC(=C1)C)C=1C=C(C=CC1)C[C@@H]1N(CC([C@@H]1NS(=O)(=O)CC)(F)F)C(C(C)C)=O N-[(2S,3R)-2-{[3-(4,6-dimethylpyridin-2-yl)phenyl]methyl}-4,4-difluoro-1-(2-methylpropanoyl)pyrrolidin-3-yl]-ethanesulfonamide